4-(2-(2-Aminopyridin-3-yl)-5-(1H-1,2,3-triazol-1-yl)-3H-imidazo[4,5-b]pyridin-3-yl)benzyl acetate C(C)(=O)OCC1=CC=C(C=C1)N1C(=NC=2C1=NC(=CC2)N2N=NC=C2)C=2C(=NC=CC2)N